ClC1=CC(=[N+](C=C1C(=O)OC)[O-])C1=CC=CC=C1 4-chloro-5-(methoxycarbonyl)-2-phenylpyridine 1-oxide